1-(4'-Methylbenzenesulfonyl)-3-hydroxy-4-(benzylaminomethyl)pyridin-2(1H)-one CC1=CC=C(C=C1)S(=O)(=O)N1C(C(=C(C=C1)CNCC1=CC=CC=C1)O)=O